3-(4-Aminobutyliden)-6alpha-hydroxyandrostan-17-on NCCCC=C1CC2[C@H](C[C@H]3[C@@H]4CCC([C@@]4(C)CC[C@@H]3[C@]2(CC1)C)=O)O